1,4-dihydro-2,6-dimethyl-4-(3-nitrophenyl)-3,5-pyridinedicarboxylic acid ethylmethyl ester C(C)COC(=O)C1=C(NC(=C(C1C1=CC(=CC=C1)[N+](=O)[O-])C(=O)O)C)C